N-(3-(2'-fluoro-[1,1'-biphenyl]-4-yl)propyl)-1H-pyrrolo[3,2-c]pyridine FC1=C(C=CC=C1)C1=CC=C(C=C1)CCCN1C=CC=2C=NC=CC21